COC(=O)[C@H]1CN(C)[C@@H]2CC3=CNC4=CC=CC(C2C1)=C34 dihydrolysergic acid methylester